4-[5-Chloro-2-(4-chloro-benzenesulfonylamino)-phenylethynyl]-benzoic acid ClC=1C=CC(=C(C1)C#CC1=CC=C(C(=O)O)C=C1)NS(=O)(=O)C1=CC=C(C=C1)Cl